C(C)(C)(C)OC(NCCCCCN(C)CCNC(=O)OCC1=CC=CC=C1)=O tert-Butyl(5-((2-(((benzyloxy)carbonyl)amino)ethyl)(methyl)amino)pentyl)carbamate